(4-(benzo[d]oxazol-2-yl)phenyl)benzylsulfonium triflate [O-]S(=O)(=O)C(F)(F)F.O1C(=NC2=C1C=CC=C2)C2=CC=C(C=C2)[SH+]CC2=CC=CC=C2